7-(5-bromopyrimidin-4-yl)-2,7-diazaspiro[4.4]Nonane-2-carboxylic acid tert-butyl ester C(C)(C)(C)OC(=O)N1CC2(CC1)CN(CC2)C2=NC=NC=C2Br